trans-4-(2-((R)-4-(2,3-dichloro-4-methylphenyl)-3-methylpiperazin-1-yl)ethyl)cyclohexan-1-amine ClC1=C(C=CC(=C1Cl)C)N1[C@@H](CN(CC1)CC[C@@H]1CC[C@H](CC1)N)C